5-({5-[(1S,3R)-3-[(isopropylcarbamoyl)oxy]cyclopentyl]-1H-pyrazol-3-yl}carbamoyl)-1-methylpyrazole-3-carboxylic acid C(C)(C)NC(=O)O[C@H]1C[C@H](CC1)C1=CC(=NN1)NC(=O)C1=CC(=NN1C)C(=O)O